N1(C=NC=C1)CCCNC=1SC2=C(N1)C=CC(=C2)CNC(OC(C)(C)C)=O 1-tert-butyl ((2-((3-(1H-imidazol-1-yl)propyl)amino)benzo[d]thiazol-6-yl)methyl)carbamate